1,2-dimyristoyl-sn-glycero-3-phospho-L-serine C(CCCCCCCCCCCCC)(=O)OC[C@@H](OC(CCCCCCCCCCCCC)=O)COP(=O)(O)OC[C@H](N)C(=O)O